The molecule is a carbohydrate acid derivative anion obtained by deprotonation of the carboxy, phosphate and diphosphate functions of (Kdo)2-lipid A 1-diphosphate; major species at pH 7.3. It is an anionic phospholipid, a carbohydrate acid derivative anion and a dicarboxylic acid dianion. It is a conjugate base of a (Kdo)2-lipid A 1-diphosphate (E. coli). CCCCCCCCCCCCCC(=O)O[C@H](CCCCCCCCCCC)CC(=O)O[C@@H]1[C@H]([C@@H](O[C@@H]([C@H]1OP(=O)([O-])[O-])CO[C@@]2(C[C@H]([C@H]([C@H](O2)[C@@H](CO)O)O)O[C@@]3(C[C@H]([C@H]([C@H](O3)[C@@H](CO)O)O)O)C(=O)[O-])C(=O)[O-])OC[C@@H]4[C@H]([C@@H]([C@H]([C@H](O4)OP(=O)([O-])OP(=O)([O-])[O-])NC(=O)C[C@@H](CCCCCCCCCCC)O)OC(=O)C[C@@H](CCCCCCCCCCC)O)O)NC(=O)C[C@@H](CCCCCCCCCCC)OC(=O)CCCCCCCCCCC